(S)-N-(4-(3-aminopiperidin-1-yl)-5-(4-morpholinophenyl)pyridin-2-yl)-2-(2-fluoro-6-methoxyphenyl)pyrimidin-4-amine hydrochloride Cl.N[C@@H]1CN(CCC1)C1=CC(=NC=C1C1=CC=C(C=C1)N1CCOCC1)NC1=NC(=NC=C1)C1=C(C=CC=C1OC)F